1-(4-(2-(4-bromophenyl)but-3-yn-2-yl)thiazol-2-yl)-3-(2-morpholinoethyl)urea BrC1=CC=C(C=C1)C(C)(C#C)C=1N=C(SC1)NC(=O)NCCN1CCOCC1